5-chloro-1-methyl-6-(methylsulfonyl)-1H-indole-2-carboxylic acid ClC=1C=C2C=C(N(C2=CC1S(=O)(=O)C)C)C(=O)O